ClC1=CC(=C(C=C1)[C@@]1(OC2=C(O1)C=CC=C2C2CCN(CC2)CC=2N(C(=CN2)C=CC(=O)O)C[C@H]2OCC2)C)F 3-(2-((4-((S)-2-(4-chloro-2-fluorophenyl)-2-methylbenzo[d][1,3]dioxol-4-yl)piperidin-1-yl)methyl)-1-(((S)-oxetan-2-yl)methyl)-1H-imidazol-5-yl)acrylic acid